5-(tert-butyl)-N-(2-methyl-4-(6-(morpholine-4-carbonyl)pyrrolo[2,1-f][1,2,4]triazin-4-yl)benzyl)-1,2,4-oxadiazole-3-carboxamide C(C)(C)(C)C1=NC(=NO1)C(=O)NCC1=C(C=C(C=C1)C1=NC=NN2C1=CC(=C2)C(=O)N2CCOCC2)C